1,3-bis(2,4-dinitrophenyl)-imidazolium bromide salt [Br-].[N+](=O)([O-])C1=C(C=CC(=C1)[N+](=O)[O-])N1C=[N+](C=C1)C1=C(C=C(C=C1)[N+](=O)[O-])[N+](=O)[O-]